N-(2-(1-(2-(2,6-dioxopiperidin-3-yl)benzyl)piperidin-4-yl)-5-(2-hydroxypropan-2-yl)benzo[d]thiazol-6-yl)-6-(trifluoromethyl)nicotinamide O=C1NC(CCC1C1=C(CN2CCC(CC2)C=2SC3=C(N2)C=C(C(=C3)NC(C3=CN=C(C=C3)C(F)(F)F)=O)C(C)(C)O)C=CC=C1)=O